ClC1=C(C(=O)N[C@@H]2[C@H](CN(CC2)C2=NC=C(N=C2)C2=C3C=CC=NC3=CC(=N2)C=2C=NN(C2)C)O)C=CC=C1 2-chloro-N-((3S,4S)-3-hydroxy-1-(5-(7-(1-methyl-1H-pyrazol-4-yl)-1,6-naphthyridin-5-yl)pyrazin-2-yl)piperidin-4-yl)benzamide